3-[[(3R)-1-Ethyl-3-piperidyl]amino]-6-[2-hydroxy-4-(trifluoromethyl)phenyl]-4-methyl-1,2,4-triazin-5-one C(C)N1C[C@@H](CCC1)NC1=NN=C(C(N1C)=O)C1=C(C=C(C=C1)C(F)(F)F)O